l-2-amino-3-methyl-n-butyric acid N[C@H](C(=O)O)C(C)C